F[B-](F)(F)F.[N+](=[N-])=C1CC=C(C=C1)C#N diazo(4-cyano)benzene tetrafluoroborate